N1CC(C1)NC1=NC(=NC2=C(C(=C(C=C12)Cl)C1=CC=C(C2=C1N=C(S2)N)F)F)OC[C@H]2N(CCC2)C 4-[4-(azetidin-3-ylamino)-6-chloro-8-fluoro-2-[[(2S)-1-methyl-pyrrolidin-2-yl]methoxy]quinazolin-7-yl]-7-fluoro-1,3-benzothiazol-2-amine